O1C=C(C2=C1C=CC=C2)C[C@H](NC(C(NC=2C(=NC=CC2)OC)=O)=O)B(O)O (R)-(2-(benzofuran-3-yl)-1-(2-oxo-2-((2-methoxypyridin-3-yl)amino)acetamido)ethyl)boronic acid